FC(CC(C)(F)F)(F)F 1,1,1,3,3-Pentafluorobutane